3-bromo-2-((3-methoxy-2,6-dimethylphenyl)amino)-5-methyl-6,7-dihydropyrazolo[1,5-a]pyrazin-4(5H)-one BrC=1C(=NN2C1C(N(CC2)C)=O)NC2=C(C(=CC=C2C)OC)C